CC1=CC(=NN1)NC=1C2=C(N=C(N1)NC1CC3CCCC(C1)N3C(CNC)=O)C=CS2 1-((3-exo)-3-((4-((5-methyl-1H-pyrazol-3-yl)amino)thieno[3,2-d]pyrimidin-2-yl)amino)-9-azabicyclo[3.3.1]nonan-9-yl)-2-(methylamino)ethane-1-one